FC1=CC=C(C=N1)C=1C=C(C=CC1)N1CC(C(C1)C1=CC=CC=C1)C(=O)N [3-(6-Fluoropyridin-3-yl)phenyl]-4-phenylpyrrolidine-3-carboxamide